C(CC)C(CC(=O)OCC)C(CC)O ethyl 3-propyl-4-hydroxycaproate